(S)-2-([1,1'-biphenyl]-4-ylmethyl)-7-(benzyloxy)-6,8-dibromo-N-((4-chloro-3-nitrophenyl)sulfonyl)-1,2,3,4-tetrahydroisoquinoline-3-carboxamide C1(=CC=C(C=C1)CN1CC2=C(C(=C(C=C2C[C@H]1C(=O)NS(=O)(=O)C1=CC(=C(C=C1)Cl)[N+](=O)[O-])Br)OCC1=CC=CC=C1)Br)C1=CC=CC=C1